Cobalt-Nickel-Chromium-Tungsten [W].[Cr].[Ni].[Co]